[Na].C(CC)OCC(C)O 1-propyloxy-2-hydroxypropane sodium